(2S,4r)-N-[[2-bromo-5-(trifluoromethyl)phenyl]methyl]-1-[(2S)-2-(4-cyclopropyltriazol-1-yl)-3,3-dimethyl-butyryl]-4-hydroxy-pyrrolidine-2-carboxamide BrC1=C(C=C(C=C1)C(F)(F)F)CNC(=O)[C@H]1N(C[C@@H](C1)O)C([C@H](C(C)(C)C)N1N=NC(=C1)C1CC1)=O